4,N4,N4',N4'-tetrakis([1,1'-biphenyl]-4-yl)-[1,1'-biphenyl]-4,4'-diamine C1(=CC=C(C=C1)C1(CC=C(C=C1)C1=CC=C(C=C1)N(C1=CC=C(C=C1)C1=CC=CC=C1)C1=CC=C(C=C1)C1=CC=CC=C1)NC1=CC=C(C=C1)C1=CC=CC=C1)C1=CC=CC=C1